(2S,5R)-5-(2-chlorophenyl)-1-(2',4'-dimethoxy-[1,1'-biphenyl]-4-carbonyl)pyrrolidine-2-carboxylic acid ClC1=C(C=CC=C1)[C@H]1CC[C@H](N1C(=O)C1=CC=C(C=C1)C1=C(C=C(C=C1)OC)OC)C(=O)O